4-isopropyl-6-tert-butyl-m-phenylenediamine C(C)(C)C1=C(C=C(C(=C1)C(C)(C)C)N)N